COC=O.C(CC)(=O)OCCCC butyl propionate methyl-formate